(R)-N-(1-(1-(2,2,2-trifluoroethyl)-1H-pyrazolo[3,4-c]pyridin-5-yl)ethyl)-2-(4-(trifluoromethyl)phenyl)acetamide FC(CN1N=CC=2C1=CN=C(C2)[C@@H](C)NC(CC2=CC=C(C=C2)C(F)(F)F)=O)(F)F